C(=CC)C(COCCCCCCC)C=CC 1,1-dipropenyl-2-heptyloxyethane